1-(1-methoxypropan-2-yl)-5-(trifluoromethyl)-1H-pyrazole-4-carboxylic acid COCC(C)N1N=CC(=C1C(F)(F)F)C(=O)O